2-(Ethylthio)-5-(4-trifluoromethoxyphenyl)pyrimidine C(C)SC1=NC=C(C=N1)C1=CC=C(C=C1)OC(F)(F)F